FC=1C=C2CN(CC2=CC1)C1=NC=2N(C(=C1)C=1C=NNC1)N=C(C2)C(=O)NC2=CC(=CC=C2)O 5-(5-fluoroisoindolin-2-yl)-N-(3-hydroxyphenyl)-7-(1H-pyrazol-4-yl)pyrazolo[1,5-a]pyrimidine-2-carboxamide